(3R,9aS)-3-[6-(trifluoromethyl)-3-pyridyl]-4,6,7,8,9,9a-hexahydro-1H-pyrazino[2,1-c][1,4]oxazin-3-ol FC(C1=CC=C(C=N1)[C@@]1(CN2[C@H](CO1)CNCC2)O)(F)F